BrC1=CC(=C(O[Si](C)(C)C(C)(C)C)C=C1)[N+](=O)[O-] (4-bromo-2-nitrophenoxy)(tert-butyl)dimethylsilane